(1R,3R,5R)-2-benzyloxycarbonyl-2-azabicyclo[3.1.0]-hexane-3-carboxamide C(C1=CC=CC=C1)OC(=O)N1[C@@H]2C[C@@H]2C[C@@H]1C(=O)N